N1=C(C=CC2=CC=CC=C12)C(C)NC1CC1 N-(1-(quinolin-2-yl)ethyl)cyclopropanamine